C(C1=CC=CC=C1)OC(=O)N([C@@H](CCC(N)=O)C(=O)NCCOCCOCCOCCOCCC(=O)OC(C)(C)C)CCOCCOCCOCCOCCC(OC(C)(C)C)=O tert-butyl 1-({N2-[(benzyloxy)carbonyl]-N-(17,17-dimethyl-15-oxo-3,6,9,12,16-pentaoxaoctadecan-1-yl)-L-glutaminyl}amino)-3,6,9,12-tetraoxapentadecan-15-oate